4-((2S,4S)-4-ethoxy-1-(5-methoxy-7-methyl-1H-indole-4-carbonyl)piperidin-2-yl)benzoic acid C(C)O[C@@H]1C[C@H](N(CC1)C(=O)C=1C=2C=CNC2C(=CC1OC)C)C1=CC=C(C(=O)O)C=C1